2-(3-(4-(trifluoromethyl)phenyl)pyrrolidin-1-yl)pyrimidin-5-amine FC(C1=CC=C(C=C1)C1CN(CC1)C1=NC=C(C=N1)N)(F)F